4-(3-(5-methoxy-2-morpholino-6-(pyridin-4-ylamino)pyrimidin-4-yl)phenyl)-1-methylpiperazin-2-one COC=1C(=NC(=NC1NC1=CC=NC=C1)N1CCOCC1)C=1C=C(C=CC1)N1CC(N(CC1)C)=O